FC(C1=CC=C(C=C1)C1=CN=C(C2=NC=CN=C21)NC2CC(NCC2)=O)(F)F 4-((8-(4-(trifluoromethyl)phenyl)pyrido[3,4-b]pyrazin-5-yl)amino)piperidin-2-one